5-chlorobiphenyl-3-yl-boric acid ClC=1C=C(C=C(C1)C1=CC=CC=C1)OB(O)O